C(C)(C)(C)OC(=O)NCC=1C=C(C=CC1)N1N=C(C=C1C(=O)NC=1C=C(C=CC1)C(C1=CC2=CC=C(C=C2C=C1)OC)N(C(OC(C)(C)C)=O)CC1CC1)C(F)(F)F tert-butyl ((3-(1-(3-(((tert-butoxycarbonyl)amino)methyl)phenyl)-3-(trifluoromethyl)-1H-pyrazole-5-carboxamido)phenyl)(6-methoxynaphthalen-2-yl)methyl)(cyclopropylmethyl)carbamate